FC=1C=C(C=CC1)CCCCCC(=O)O 6-(3-fluorophenyl)hexanoic acid